2-(2-(2-methoxyethoxy)ethoxy)acetamide COCCOCCOCC(=O)N